ClC=1C=C(C=C(C1)NS(=O)(=O)CC)NC(=O)C=1SC(=C(C1)C1=NC=CC=N1)C N-(3-chloro-5-(ethylsulfonamido)phenyl)-5-methyl-4-(pyrimidin-2-yl)thiophene-2-carboxamide